N-(6-methoxy-1-methylindazol-7-yl)-N-methyl-6-(4,4,4-trifluoro-3-oxobutanoyl)pyridine-3-sulfonamide COC1=CC=C2C=NN(C2=C1N(S(=O)(=O)C=1C=NC(=CC1)C(CC(C(F)(F)F)=O)=O)C)C